3-(3-(benzyl-oxy)phenyl)-3-cyclopropyl-propanoic acid C(C1=CC=CC=C1)OC=1C=C(C=CC1)C(CC(=O)O)C1CC1